tert-butyl (4-((4-nonylphenyl)amino)-4-oxobutyl)carbamate C(CCCCCCCC)C1=CC=C(C=C1)NC(CCCNC(OC(C)(C)C)=O)=O